4-aminobutyltrimethoxysilane NCCCC[Si](OC)(OC)OC